4,4-bis((3-ethyl-3-oxetanyl)methoxymethyl)biphenyl C(C)C1(COC1)COCC1(CC=C(C=C1)C1=CC=CC=C1)COCC1(COC1)CC